COC1=CC2=C(C=CO2)C(=C1CCNC1=CC=NC=N1)C 6-[2-(6-methoxy-4-methyl-benzofuran-5-yl)-ethylamino]-pyrimidin